3-(butyramido(5-chloro-8-hydroxyquinolin-7-yl)methyl)benzoic acid C(CCC)(=O)NC(C=1C=C(C(=O)O)C=CC1)C1=CC(=C2C=CC=NC2=C1O)Cl